methyl 5-(hydroxymethyl)-1-(pyridin-2-yl)-1H-pyrrole-3-carboxylate OCC1=CC(=CN1C1=NC=CC=C1)C(=O)OC